NC=1C=C(OC=2C3=C(N=C(N2)NC=2C=NN(C2)CC)NC=C3Cl)C=CC1 4-(3-aminophenoxy)-5-chloro-N-(1-ethyl-1H-pyrazol-4-yl)-7H-pyrrolo[2,3-d]pyrimidin-2-amine